C1CCC2=C(C=CC=C12)C1=C(C=C2C(=N1)C(=NN2)C=2C=CC(=NC2)N2CC(CC2)C#N)OC (5-(5-(2,3-dihydro-1H-inden-4-yl)-6-methoxy-1H-pyrazolo[4,3-b]pyridin-3-yl)pyridin-2-yl)pyrrolidine-3-carbonitrile